cuprous sulfide titanium [Ti+4].[Cu-]=S.[Cu-]=S.[Cu-]=S.[Cu-]=S